N1C(CS(CC1)(=O)=O)=O thiomorpholin-3-one-1,1-dioxide